(S)-1-[2-(Benzo[d]isoxazol-3-yl)phenyl]-2-(5-bromopyridine-2-yl)ethan-1-amine hydrochloride Cl.O1N=C(C2=C1C=CC=C2)C2=C(C=CC=C2)[C@H](CC2=NC=C(C=C2)Br)N